ClC1=C(C=CC(=C1)N1CC(C1)O)C1C(NC(CC1)=O)=O 3-(2-chloro-4-(3-hydroxyazetidin-1-yl)phenyl)piperidine-2,6-dione